1-bromo-2,3-dimethoxybenzene BrC1=C(C(=CC=C1)OC)OC